2,6-dichloro-3-benzimidazolyl-quinoline ClC1=NC2=CC=C(C=C2C=C1C=1NC2=C(N1)C=CC=C2)Cl